N-(4-((2-hydroxyethyl)sulfonylamino)-2-(6-azaspiro[2.5]oct-6-yl)phenyl)-2-(pyrrolidin-1-yl)thiazole-4-carboxamide OCCS(=O)(=O)NC1=CC(=C(C=C1)NC(=O)C=1N=C(SC1)N1CCCC1)N1CCC2(CC2)CC1